Trans-2-Hexenol C(\C=C\CCC)O